1-[(5-bromo-2-naphthyl)sulfonyl]-4,4-difluoro-piperidine BrC1=C2C=CC(=CC2=CC=C1)S(=O)(=O)N1CCC(CC1)(F)F